C(CC(C)C)OCCC(C)C iso-amylether